OC(C(=O)N1CC2=CC(=CC(=C2C1)[C@@H]1NCCC1)C=1C=C2C(=NC1)NC=C2C)C |r| rac-(2R)-2-(2-(2-Hydroxypropionyl)-6-(3-methyl-1H-pyrrolo[2,3-b]pyridin-5-yl)isoindoline-4-yl)pyrrolidine